4-(difluoromethoxy)-1-(oxetan-2-ylmethyl)-1H-benzo[d]imidazole-6-carboxylic acid FC(OC1=CC(=CC=2N(C=NC21)CC2OCC2)C(=O)O)F